COC1=NC(=C(C(=N1)N)C1=CC(=NC=C1)C)C1=CC=CC=C1 2-methoxy-5-(2-methylpyridin-4-yl)-6-phenylpyrimidin-4-amine